5-eicosyl-2-((1R,6S)-3-methyl-6-(prop-1-en-2-yl)cyclohex-2-enyl)benzene-1,3-diol C(CCCCCCCCCCCCCCCCCCC)C=1C=C(C(=C(C1)O)[C@@H]1C=C(CC[C@@H]1C(=C)C)C)O